(R)-1-[3-amino-5-(trifluoromethyl)phenyl]ethanamine NC=1C=C(C=C(C1)C(F)(F)F)[C@@H](C)N